1-methyldiethoxysilyl-6-(diethoxylamino)(triethoxysilylpropylamino)methylsilylhexane C[Si](C(CCCCCN(OCC)OCC)[SiH2]CNCCC[Si](OCC)(OCC)OCC)(OCC)OCC